[OH-].CN1C(=[N+](C2=C1C=CC(=C2)C)C)C 1,2,3,5-tetramethyl-1H-benzo[d]imidazole-3-ium hydroxide